2-(2,6-dioxopiperidin-3-yl)-5-(((1S,2S)-2-(ethylamino)cyclohexyl)(methyl)amino)isoindoline-1,3-dione O=C1NC(CCC1N1C(C2=CC=C(C=C2C1=O)N(C)[C@@H]1[C@H](CCCC1)NCC)=O)=O